O1C=C(C=C1)C=1C=C(C=C(C1)OC)NC1=CC=NC2=CC(=C(C=C12)C(=O)N)OC 4-((3-(Furan-3-yl)-5-Methoxyphenyl)amino)-7-methoxyquinoline-6-carboxamide